1-(2-(4-Methylpiperazin-1-yl)benzo[d]oxazol-6-yl)-4-oxo-6-(4-(pyrrolidin-1-yl)phenyl)-1,4-dihydropyridine-3-carboxylic acid CN1CCN(CC1)C=1OC2=C(N1)C=CC(=C2)N2C=C(C(C=C2C2=CC=C(C=C2)N2CCCC2)=O)C(=O)O